4-amino-7-((2R,3R,4S,5R)-3,4-dihydroxy-5-(hydroxymethyl)tetrahydrofuran-2-yl)-7H-pyrrolo[2,3-d]pyrimidine-5-carboxamide NC=1C2=C(N=CN1)N(C=C2C(=O)N)[C@@H]2O[C@@H]([C@H]([C@H]2O)O)CO